4-((2-methoxy-3-((tetrahydro-2H-pyran-4-yl)carbamoyl)phenyl)amino)-N-methylnicotinamide COC1=C(C=CC=C1C(NC1CCOCC1)=O)NC1=CC=NC=C1C(=O)NC